6-(difluoromethyl)pyrazolo[1,5-a]Pyrimidin-3-amine 2,2,2-trifluoroacetate salt FC(C(=O)O)(F)F.FC(C=1C=NC=2N(C1)N=CC2N)F